ClC1=CNC2=NC=CC(=C21)OC2=CC(=C(C=C2)NC(=O)NC2=CC(=C(C=C2)CN2CCC(CC2)(F)F)C(F)(F)F)F 1-(4-((3-chloro-1H-pyrrolo[2,3-B]pyridin-4-yl)oxy)-2-fluorophenyl)-3-(4-((4,4-difluoropiperidin-1-yl)methyl)-3-(trifluoromethyl)phenyl)urea